[C@H]12CN(C[C@H](CC1)N2)C2=NC(=NC1=C(C(=C(C=C21)Cl)C2=CC(=CC1=CC=C(C(=C21)C#C)F)O)F)OC[C@H]2N(CCC2)C 4-(4-((1R,5S)-3,8-diazabicyclo[3.2.1]oct-3-yl)-6-chloro-8-fluoro-2-(((S)-1-methylpyrrolidin-2-yl)methoxy)quinazolin-7-yl)-5-ethynyl-6-fluoronaphthalen-2-ol